dimethyltetradecylphosphonium phosphate salt P(=O)([O-])([O-])[O-].C[PH+](CCCCCCCCCCCCCC)C.C[PH+](C)CCCCCCCCCCCCCC.C[PH+](C)CCCCCCCCCCCCCC